ClC1=C(C(=CC=C1)Cl)N1N=CC=C(C1=O)C(=O)O 2-(2,6-dichlorophenyl)-3-oxo-2,3-dihydropyridazine-4-carboxylic acid